6-(2-(2-Fluorophenyl)cyclobutyl)quinoline FC1=C(C=CC=C1)C1C(CC1)C=1C=C2C=CC=NC2=CC1